(4-(4-chloro-2-fluorophenyl)-6-phenyl-1,3,5-triazin-2-yl)-4-fluorobenzonitrile ClC1=CC(=C(C=C1)C1=NC(=NC(=N1)C1=CC=CC=C1)C1=C(C#N)C=CC(=C1)F)F